(2R)-2-[4-(2-chloro-4-fluoro-phenyl)-2-oxo-chromen-7-yl]oxypropanoyl-piperidine-3-carboxamide ClC1=C(C=CC(=C1)F)C1=CC(OC2=CC(=CC=C12)O[C@@H](C(=O)N1CC(CCC1)C(=O)N)C)=O